2-(4-(2-(3,3-difluoropyrrolidin-1-yl)ethoxy)phenyl)ethylamine FC1(CN(CC1)CCOC1=CC=C(C=C1)CCN)F